C(=C)C12NSC(=C(C1[SiH]2OOC(C)(C)C)OOC(C)(C)C)OOC(C)(C)C 3-vinyltris(tert-butylperoxy)silanothiazine